4-fluoro-N-(3-(3-(thiazol-5-yl)-[1,2,4]triazolo[4,3-b]pyridazin-6-yl)phenyl)benzamide FC1=CC=C(C(=O)NC2=CC(=CC=C2)C=2C=CC=3N(N2)C(=NN3)C3=CN=CS3)C=C1